titanium tetrakis(n-nonanoate) C(CCCCCCCC)(=O)[O-].C(CCCCCCCC)(=O)[O-].C(CCCCCCCC)(=O)[O-].C(CCCCCCCC)(=O)[O-].[Ti+4]